BrC1=CC(N(C=C1OC1=C(C=C(C=C1C)F)C)CCOC)=O 4-bromo-5-(4-fluoro-2,6-dimethylphenoxy)-1-(2-methoxyethyl)pyridin-2(1H)-one